N-((6-(6-((2S,6R)-2,6-dimethylmorpholinyl)pyridin-2-yl)pyrido[3,2-c]pyridazin-3-yl)methyl)-3-((fluoromethyl)sulfonyl)benzofuran-5-carboxamide C[C@H]1CN(C[C@H](O1)C)C1=CC=CC(=N1)C=1C=CC=2N=NC(=CC2N1)CNC(=O)C=1C=CC2=C(C(=CO2)S(=O)(=O)CF)C1